BrC1=CC=C(C=C1)[C@H](CC(=O)OCC1=CC=CC=C1)NC(=O)OC(C)(C)C benzyl (S)-3-(4-bromophenyl)-3-((tert-butoxycarbonyl)amino)propanoate